C(C)(C)(C)C1=CC=C(C=C1)/C(=C/C(=O)N1CCOCC1)/C1=CC(=NC=C1)Cl (2Z)-3-(4-tert-butylphenyl)-3-(2-chloropyridin-4-yl)-1-(morpholin-4-yl)prop-2-en-1-on